C1(CC1)CC1=NN(C(=C1)NC(C1=CC(=C(C=C1)C)C#CC=1C=NC=CC1)=O)C N-[3-(cyclopropylmethyl)-1-methyl-1H-pyrazol-5-yl]-4-methyl-3-[2-(pyridin-3-yl)ethynyl]benzamide